2-(Bis(4-methoxybenzyl)amino)-3-chloro-5-fluoroquinolin COC1=CC=C(CN(C2=NC3=CC=CC(=C3C=C2Cl)F)CC2=CC=C(C=C2)OC)C=C1